[2H]Cl Deuteriochloride